O=C1NC(CC[C@@H]1N1C(C2=CC=C(C=C2C1)C(=O)N)=O)=O 2-((S)-2,6-dioxopiperidin-3-yl)-1-oxoisoindoline-5-carboxamide